2-(5-(4-cyclopropylnaphthalen-1-yl)thiophen-2-ylthio)-2-methylpropanoic acid C1(CC1)C1=CC=C(C2=CC=CC=C12)C1=CC=C(S1)SC(C(=O)O)(C)C